2-(6-(benzylthio)-8-chloroimidazo[1,5-a]pyridin-3-yl)-5-(difluoromethyl)thiazole C(C1=CC=CC=C1)SC=1C=C(C=2N(C1)C(=NC2)C=2SC(=CN2)C(F)F)Cl